C1(CC1)C1=NNC(=N1)C1CC2(CN(C2)C(=O)N2CC3(C2)CN(C3)CC=3N=C(OC3)C(F)(F)F)C1 [6-(3-cyclopropyl-1H-1,2,4-triazol-5-yl)-2-azaspiro[3.3]heptan-2-yl]-[6-[[2-(trifluoromethyl)oxazol-4-yl]methyl]-2,6-diazaspiro[3.3]heptan-2-yl]methanone